Methyl 2-acrylamido-5-(hex-5-yn-1-yloxy)-4-methoxybenzoate C(C=C)(=O)NC1=C(C(=O)OC)C=C(C(=C1)OC)OCCCCC#C